(P)-6-chloro-7-(2,4-difluorophenyl)-4-((2S)-2-methyl-4-(2-propenoyl)-1-piperazinyl)-1-(2-(2-propanyl)phenyl)pyrido[2,3-d]pyrimidin-2(1H)-one ClC1=CC2=C(N(C(N=C2N2[C@H](CN(CC2)C(C=C)=O)C)=O)C2=C(C=CC=C2)C(C)C)N=C1C1=C(C=C(C=C1)F)F